ClC1=C(C=CC=C1C1C(NC(CC1)=O)=O)C1=CC=C(C=C1)N1C(CCCC1=O)(C)C 3-(2-chloro-4'-(2,2-dimethyl-6-oxopiperidin-1-yl)-[1,1'-biphenyl]-3-yl)piperidine-2,6-dione